C1CCC2=C(C=3CCCC3C=C12)NC(=O)N=[S@](=O)(N)C1=CN=C(S1)C(C([2H])([2H])[2H])(C([2H])([2H])[2H])O (R)-N'-((1,2,3,5,6,7-hexahydro-s-indacen-4-yl)carbamoyl)-2-(2-hydroxy-propan-2-yl-1,1,1,3,3,3-d6)thiazole-5-sulfonimidamide